4-(1-((2-(methylsulfonyl)ethyl)amino)ethyl)isoquinolin-1(2H)-one CS(=O)(=O)CCNC(C)C1=CNC(C2=CC=CC=C12)=O